FC1(OC2=C(O1)C=CC(=C2)C(=O)OC)F methyl 2,2-difluoro-2H-1,3-benzodioxole-5-carboxylate